(S)-quinuclidin-3-yl (6-(3-(trifluoromethyl)phenyl)-2,3-dihydrobenzofuran-3-yl)carbamat FC(C=1C=C(C=CC1)C1=CC2=C(C(CO2)NC(O[C@@H]2CN3CCC2CC3)=O)C=C1)(F)F